tert-butyl (N-(2-(4-(4-oxo-3,4-dihydrophthalazin-1-yl)phenyl)propan-2-yl)sulfamoyl)carbamate O=C1NN=C(C2=CC=CC=C12)C1=CC=C(C=C1)C(C)(C)NS(=O)(=O)NC(OC(C)(C)C)=O